Tetradecyl 2-[3-Methylaminopropyl-(2-oxo-2-tetradecoxyethyL)amino]Acetate CNCCCN(CC(=O)OCCCCCCCCCCCCCC)CC(OCCCCCCCCCCCCCC)=O